4-(2-(2-(2-methoxyethoxy)ethoxy)ethoxy)aniline COCCOCCOCCOC1=CC=C(N)C=C1